FC1=CC=C(CN2C(C(=C(C3=CC=CN=C23)O)C(=O)NC2CC3(C2)CCC3)=O)C=C1 1-(4-fluorobenzyl)-4-hydroxy-2-oxo-N-(spiro[3.3]heptan-2-yl)-1,2-dihydro-1,8-naphthyridine-3-carboxamide